1-({2-[2-(azetidin-3-yl)ethoxy]naphthalen-1-yl}methyl)naphthalen-2-ol N1CC(C1)CCOC1=C(C2=CC=CC=C2C=C1)CC1=C(C=CC2=CC=CC=C12)O